methyl 3-((dimethoxyphosphoryl)methyl)-4-fluorobenzoate COP(=O)(OC)CC=1C=C(C(=O)OC)C=CC1F